BrC=1C=C(C=CC1COC1OCCCC1)S(=O)(=O)N 3-bromo-4-(((tetrahydro-2H-pyran-2-yl)oxy)methyl)benzenesulfonamide